C(OC=1C(=NC=CC1OC)C(N[C@H](C(=O)NN(C)C(C1=CC=CC=C1)C1=CC=CC=C1)C)=O)(OCC(C)C)=O (S)-2-((1-(2-benzhydryl-2-methylhydrazineyl)-1-oxopropan-2-yl)carbamoyl)-4-methoxypyridin-3-yl isobutyl carbonate